(S)-1-(2-((S)-3-(benzo[b]thiophen-7-ylamino)pyrrolidin-1-yl)acetyl)-4,4-difluoropyrrolidine-2-carbonitrile S1C2=C(C=C1)C=CC=C2N[C@@H]2CN(CC2)CC(=O)N2[C@@H](CC(C2)(F)F)C#N